C(#N)[C@]1(O[C@@H]([C@H]2OC(O[C@H]21)(C)C)CO)C2=CC=C1C(=NC=NN12)NC(CCCC)=O N-(7-((3aR,4R,6R,6aR)-4-cyano-6-(hydroxymethyl)-2,2-dimethyltetrahydrofuro[3,4-d][1,3]dioxol-4-yl)pyrrolo[2,1-f][1,2,4]triazin-4-yl)pentanamide